ClC1=NC=C(C(=C1)C1=C(C=NC(=C1)C)C(=O)NC=1SC2=C(N1)CN(C2)C(C2=NC(=CC=C2C)Cl)=O)OC 2'-chloro-N-(5-(6-chloro-3-methylpicolinoyl)-5,6-dihydro-4H-pyrrolo[3,4-d]thiazol-2-yl)-5'-methoxy-6-methyl-[4,4'-bipyridine]-3-carboxamide